C(C)(C)(C)OC(=O)N1[C@@H](CN[C@H](C1)CCO)C.C[Si](C)(C)C(=CNC1=CC=CC=C1)[Si](C)(C)C N-bis(trimethylsilyl)vinylaniline tert-butyl-(2R,5S)-5-(2-hydroxyethyl)-2-methyl-piperazine-1-carboxylate